3-(3-amino-4-nitrophenoxy)-N,N-dimethylaniline NC=1C=C(OC=2C=C(N(C)C)C=CC2)C=CC1[N+](=O)[O-]